CN(C(C1=CC(=CC(=C1)C(F)(F)F)C(F)(F)F)=O)C(C)C=1N(N=CC1S(=O)(=O)C)C1=NC=NC(=C1)C(F)(F)F N-methyl-N-[1-[4-methylsulfonyl-2-[6-(trifluoromethyl)pyrimidin-4-yl]pyrazol-3-yl]ethyl]-3,5-bis(trifluoromethyl)benzamide